ClC1=C2C(=NC=C1C=1C(=C(C(=O)N3CC(C3)NC(C)=O)C=CC1)F)NCC21CC1 N-(1-(3-(4'-Chloro-1',2'-dihydrospiro[cyclopropane-1,3'-pyrrolo[2,3-b]pyridin]-5'-yl)-2-fluorobenzoyl)azetidin-3-yl)acetamide